COC1=C(C=CC=C1)C(CC(=O)O)=C 3-(2-methoxyphenyl)but-3-enoic acid